(R)-1-(1-aminoethyl)naphthalen-2-ol N[C@H](C)C1=C(C=CC2=CC=CC=C12)O